(E)-N-(4-(1-(4-(4-(8-((2-(2,6-dioxopiperidin-3-yl)-1,3-dioxoisoindolin-4-yl)thio)octanoyl)piperazin-1-yl)benzoyl)piperidin-4-yl)butyl)-3-(pyridin-3-yl)acrylamide O=C1NC(CCC1N1C(C2=CC=CC(=C2C1=O)SCCCCCCCC(=O)N1CCN(CC1)C1=CC=C(C(=O)N2CCC(CC2)CCCCNC(\C=C\C=2C=NC=CC2)=O)C=C1)=O)=O